1-(3-(2-Chlorophenyl)-1,2,4-oxadiazol-5-yl)piperidine-4-carboxylic acid ClC1=C(C=CC=C1)C1=NOC(=N1)N1CCC(CC1)C(=O)O